bis(cyclooctane-1,5-diene) rhodium hexafluoroantimonate F[Sb-](F)(F)(F)(F)F.[Rh+3].C1=CCCC=CCC1.C1=CCCC=CCC1.F[Sb-](F)(F)(F)(F)F.F[Sb-](F)(F)(F)(F)F